ClC=1C=C(C=C(C1F)F)NC(N(CC1=NNC(=C1)C(F)(F)F)C=1C=NC(=NC1)OC)=O 3-(3-chloro-4,5-difluorophenyl)-1-(2-methoxypyrimidin-5-yl)-1-((5-(trifluoromethyl)-1H-pyrazol-3-yl)methyl)urea